C(#N)C1=CC(=C(COC2=CC=CC(=N2)C2=C(C(=C(CC3=NC4=C(N3CC3OCCC3)C=C(C=C4)C(=O)O)C=C2)F)F)C=C1)F 2-(4-(6-(4-Cyano-2-fluorobenzyloxy)pyridin-2-yl)-2,3-difluorobenzyl)-1-((tetrahydrofuran-2-yl)methyl)-1H-benzo[d]imidazole-6-carboxylic acid